The molecule is a beta-D-glucosylceramide in which a beta-D-glucosyl residue attached to the primary hydroxyl group of N-tetracosanoyl-14-methylhexadecasphingosine. It is a metabolite of the nematode Caenorhabditis elegans. It has a role as a Caenorhabditis elegans metabolite. It derives from a 14-methylhexadecasphingosine and a tetracosanoic acid. CCCCCCCCCCCCCCCCCCCCCCCC(=O)N[C@@H](CO[C@H]1[C@@H]([C@H]([C@@H]([C@H](O1)CO)O)O)O)[C@@H](/C=C/CCCCCCCCC(C)CC)O